CNC=1SC2=C(N1)C=C(C=C2)B2OC(C(O2)(C)C)(C)C N-methyl-5-(4,4,5,5-tetramethyl-1,3,2-dioxaborolan-2-yl)benzo[d]thiazol-2-amine